C(C)[C@]1(C(OCC=2C(N3CC=4C(=NC=5C=C(C(=C6C5C4[C@@H](CC6)CC(=O)NCCO)C)F)C3=CC21)=O)=O)O 2-((1S,9S)-9-ethyl-5-fluoro-9-hydroxy-4-methyl-10,13-dioxo-2,3,9,10,13,15-hexahydro-1H,12H-benzo[de]pyrano[3',4':6,7]indolizino[1,2-B]quinolin-1-yl)-N-(2-hydroxyethyl)acetamide